COC=1C=C(C2=CC=CC=C2C1)C1(CC1)NC(C1=C(C=CC(=C1)OCC1N(CC1)C)C)=O N-(1-(3-methoxynaphthalen-1-yl)cyclopropyl)-2-methyl-5-((1-methylazetidin-2-yl)methoxy)benzamide